COC=1C=C(C=CC1OC)C(C(=O)C1=CC(=C(C=C1)OC)OC)=O 1,2-bis(3,4-dimethoxyphenyl)ethane-1,2-dione